COC1=C(C=C(C=C1)C(F)(F)F)C1N(CCC1)C(\C=C\C(=O)C1=CC=CC=C1)=O (E)-1-(2-(2-methoxy-5-(trifluoromethyl)phenyl)pyrrolidin-1-yl)-4-phenylbut-2-ene-1,4-dione